8-fluoro-5-methoxy-3,3-dimethyl-3,4-dihydro-1H-quinoxaline-2-thione FC=1C=CC(=C2NC(C(NC12)=S)(C)C)OC